ClC=1C=CC2=C(CC(CC=3N2C(=NN3)[C@@H]3CC[C@H](CC3)OC3=NC=CC=C3)OC(C)N(C)C)C1 ({8-chloro-1-[trans-4-(pyridin-2-yloxy)cyclohexyl]-5,6-dihydro-4H-[1,2,4]triazolo[4,3-a][1]benzazepin-5-yl}oxy)-N,N-dimethylethylamine